C=C(C)C=1C(=C2C=NN(C2=CC1C(F)(F)F)C1OCCCC1)B(O)O (5-(prop-1-en-2-yl)-1-(tetrahydro-2H-pyran-2-yl)-6-(trifluoromethyl)-1H-indazol-4-yl)boronic acid